N1N=CC=2CC=CC(C12)=O indazol-7(4H)-one